ClC1=C(C=C(C=C1)N1N=C(N=C1CNC(=O)NCC1=NC(=NN1C1=CC(=C(C=C1)Cl)F)C)C)F 1,3-bis({[1-(4-chloro-3-fluorophenyl)-3-methyl-1H-1,2,4-triazol-5-yl]methyl})urea